(2S,4r)-1-[(2S)-2-(4-cyclopropyl-triazol-1-yl)-3,3-dimethyl-butyryl]-4-hydroxy-N-(1-methyl-2,2-dioxo-3,4-dihydro-2λ6,1-benzothiazin-4-yl)pyrrolidine-2-carboxamide C1(CC1)C=1N=NN(C1)[C@H](C(=O)N1[C@@H](C[C@H](C1)O)C(=O)NC1CS(N(C2=C1C=CC=C2)C)(=O)=O)C(C)(C)C